C(C)OC(=O)C=1N=C(N(C1N)C1C(C1)C(F)(F)F)Cl Ethyl-5-amino-2-chloro-1-[2-(trifluoromethyl)cyclopropyl]-1H-imidazol-4-carboxylat